3-(3-methoxybenzyl)-5-(4-methylbenzylidene)thiazolidine-2,4-dione COC=1C=C(CN2C(SC(C2=O)=CC2=CC=C(C=C2)C)=O)C=CC1